C(C1=CC=CC=C1)OCCNCC(=O)C1=C(N(C(=C1)C)C1=CC=C(C=C1)Cl)C 2-((2-(Benzyloxy)ethyl)amino)-1-(1-(4-chlorophenyl)-2,5-dimethyl-1H-pyrrol-3-yl)ethanone